N1(CCNCC1)C1CN(C2=CC=CC=C2C1)C1=CC=C(C=C1)C(F)(F)F 3-(piperazin-1-yl)-1-(4-(trifluoromethyl)phenyl)-1,2,3,4-tetrahydroquinoline